ethylacetate palladium [Pd].C(C)OC(C)=O